1-(azetidin-3-yl)-N-(3-chlorophenyl)-N-(4-(5-(difluoromethyl)-1,3,4-oxadiazol-2-yl)benzyl)piperidine-4-sulfonamide dihydrochloride Cl.Cl.N1CC(C1)N1CCC(CC1)S(=O)(=O)N(CC1=CC=C(C=C1)C=1OC(=NN1)C(F)F)C1=CC(=CC=C1)Cl